2-(5-(4-acryloylpiperazin-1-yl)pyridin-3-yl)-N-(5-(trifluoromethyl)thiazol-2-yl)propanamide C(C=C)(=O)N1CCN(CC1)C=1C=C(C=NC1)C(C(=O)NC=1SC(=CN1)C(F)(F)F)C